(3-methyl-2-(pyridin-2-yl)-1H-indol-5-yl)methanamine dihydrochloride Cl.Cl.CC1=C(NC2=CC=C(C=C12)CN)C1=NC=CC=C1